NC=1N=C(N=NC1)N1CCC(CC1)(C)CNC(OC(C)(C)C)=O tert-butyl ((1-(5-amino-1,2,4-triazin-3-yl)-4-methylpiperidin-4-yl)methyl)carbamate